N[C@H]1C2N(CC1CC2)C(=O)C2=CC1=C(C(=C(O1)C1=CC=3C(=NC(=CC3)Cl)N1CC1CC1)C)C=C2 ((7R)-7-Amino-2-azabicyclo[2.2.1]heptan-2-yl)(2-(6-chloro-1-(cyclopropylmethyl)-1H-pyrrolo[2,3-b]pyridin-2-yl)-3-methylbenzofuran-6-yl)methanone